N-(4-fluorophenyl)pent-4-enamid FC1=CC=C(C=C1)NC(CCC=C)=O